O=C1NCC2(C1)CCC(CC2)C(=O)O 3-Oxo-2-azaspiro[4.5]decane-8-carboxylic acid